O(C#N)C1=CC=C(C=C1)C(=C(Cl)Cl)C1=CC=C(C=C1)OC#N bis(4-cyanatophenyl)-2,2-dichloroethylene